N[C@@H]1[C@@H]([C@@H](CCC1)F)C1=C(C2=NC(=CC(=C2S1)NCC=1SC=CC1)Cl)Br 2-((1s,2s,6r)-2-amino-6-fluorocyclohexyl)-3-bromo-5-chloro-N-(thiophen-2-ylmethyl)thieno[3,2-b]pyridin-7-amine